N[C@@H](C(=O)C1C(C2=CC=C(C=C2C1=O)OC=1C=C2C(C(C(C2=CC1)=O)C([C@@H](CC(C)C)N)=O)=O)=O)CC(C)C 2-[(2R)-2-amino-4-methylpentanoyl]-5-({2-[(2R)-2-amino-4-methylpentanoyl]-1,3-dioxo-2,3-dihydro-1H-inden-5-yl}oxy)-2,3-dihydro-1H-indene-1,3-dione